C[C@@H]1CN(C[C@@H](O1)C)C1=CC=CC(=N1)[Sn](C)(C)C [6-[(2r,6s)-2,6-dimethylmorpholin-4-yl]-2-pyridinyl]-trimethyl-stannane